3-methyl-1-(methyl-d3)-1H-pyrazole-4-sulfonyl chloride CC1=NN(C=C1S(=O)(=O)Cl)C([2H])([2H])[2H]